C1(CC1)CN1C(N(C(C2=CC(=CC=C12)S(NC1(CC1)C)(=O)=O)=O)C1C(N(C1)C(=O)[O-])C)=O 3-(1-(cyclopropylmethyl)-6-(N-(1-methylcyclopropyl)sulfamoyl)-2,4-dioxo-1,2-dihydroquinazolin-3(4H)-yl)-2-methylazetidine-1-carboxylate